C(#N)[C@@H](C[C@H]1C(CCC1)=O)NC(=O)[C@@H]1[C@H]2C([C@H]2CN1C([C@H](C(C)(C)C)NC(C(C)(F)F)=O)=O)(C)C (1R,2S,5S)-N-[(1R)-1-cyano-2-[(1S)-2-oxocyclopentyl]ethyl]-3-[(2S)-2-(2,2-difluoropropanoylamino)-3,3-dimethyl-butanoyl]-6,6-dimethyl-3-azabicyclo[3.1.0]hexane-2-carboxamide